FC1=CC=C(C=C1)OC(=O)N1C(C(C2=CC=CC=C12)C1C(C2=CC=CC=C2C=C1)O)=O (4-fluorophenyl)-3-(1-hydroxy-1,2-dihydro-naphthalen-2-yl)-2-oxoindoline-1-carboxylate